C(C)(=O)OCCCCOC(C)=O 4-butylene diacetate